6-(2H-benzotriazol-2-yl)-4-methyl-phenol N=1N(N=C2C1C=CC=C2)C2=CC(=CC=C2O)C